C(C)(C)(C)C=1C=C(C=C(C1O)C(C)(C)C)CCC(=O)NNC(CCC(CCC1=CC(=C(C(=C1)C(C)(C)C)O)C(C)(C)C)=O)=O 2',3-bis[(3-[3,5-di-tertbutyl-4-hydroxyphenyl]propionyl)]propionohydrazide